2-[4-[2-(dimethylamino)ethoxy]anilino]-8-(3-methoxycyclobutyl)-6-(5-methyl-4-prop-2-enoyl-2,3-dihydroquinoxalin-1-yl)pyrido[2,3-d]pyrimidin-7-one CN(CCOC1=CC=C(NC=2N=CC3=C(N2)N(C(C(=C3)N3CCN(C2=C(C=CC=C32)C)C(C=C)=O)=O)C3CC(C3)OC)C=C1)C